(4-bromo-1-methyl-1H-pyrazol-3-yl)-3-fluoro-2-methoxypyridine BrC=1C(=NN(C1)C)C1=C(C(=NC=C1)OC)F